C1=CC=C2C(=C1)C(O[I-]2)F fluoro-benziodoxole